FC=1C=C2N(CCN(C2=CC1)C(=O)NCC1N(CCC1)C)C1=CC=C(C=C1)F 6-Fluoro-4-(4-fluorophenyl)-N-((1-methylpyrrolidin-2-yl)methyl)-3,4-dihydroquinoxaline-1(2H)-carboxamide